[Co].FC(C1=C(C(=O)O)C=C(C(=C1)C(=O)O)C(F)(F)F)(F)F 2,5-bis(trifluoromethyl)terephthalic acid cobalt